4-bromo-2-(3-methyl-oxetan-3-yl)-6-nitroisoindoline BrC1=C2CN(CC2=CC(=C1)[N+](=O)[O-])C1(COC1)C